O1CC(C1)CC(=O)N 2-(oxetan-3-yl)acetamide